OC1=NC(=NC(N1)(C1=C(C=C(C=C1)C)C)C1=C(C=CC=C1)OCCOCC(CCCC)CC)C1=C(C=C(C=C1)C)C 2-hydroxy-4-(2-ethylhexyloxyethoxyphenyl)-4,6-bis(2,4-dimethylphenyl)-1,3,5-triazine